O=C1N(C=2N(C3=CC=C(C=C13)NC(C)=O)C(NN2)=S)CCC2=CC=CC=C2 N-(5-oxo-4-phenethyl-1-thioxo-1,2,4,5-tetrahydro-[1,2,4]triazolo[4,3-a]quinazolin-7-yl)acetamide